BrCC1=C(C=C(C=C1)F)C 1-(bromomethyl)-4-fluoro-2-methyl-benzene